N1(CCC1)CC1(CN(C1)C(=O)C1=C(C(=C(C=C1)F)F)NC1=C(C=C(C=C1)I)F)O 3-(azetidin-1-ylmethyl)-1-({3,4-difluoro-2-[(2-fluoro-4-iodophenyl)amino]phenyl}carbonyl)azetidin-3-ol